methyl-trans-4-aminocyclohexane C[C@@H]1CC[C@H](CC1)N